(R)-2-amino-6-(2-methyl-4-(pyrrolidin-1-ylmethyl)benzyl)-4-(pentane-2-ylamino)pyridine NC1=NC(=CC(=C1)N[C@H](C)CCC)CC1=C(C=C(C=C1)CN1CCCC1)C